FC(C(=C(C(=C(C(F)(F)F)F)F)F)F)(F)F decafluoro-2,4-hexadiene